C1=CC=C2C(=C1)C=CN2CC(=O)O The molecule is an indolyl carboxylic acid that is acetic acid in which one of the methyl hydrogens is substituted by an indol-1-yl group. It is a monocarboxylic acid and an indolyl carboxylic acid. It derives from an acetic acid.